tert-butyl 4-((4-(((S)-1-((1S,2R,4R)-2-acetamido-4-(tert-butylamino)cyclohexyl)-2-oxopyrrolidin-3-yl)amino)-6-(trifluoromethyl)quinazolin-2-yl)oxy)piperidine-1-carboxylate C(C)(=O)N[C@H]1[C@H](CC[C@H](C1)NC(C)(C)C)N1C([C@H](CC1)NC1=NC(=NC2=CC=C(C=C12)C(F)(F)F)OC1CCN(CC1)C(=O)OC(C)(C)C)=O